(2-chloroethyl)-3-cyclopentyl-urea ClCCNC(=O)NC1CCCC1